C(C)OC(C1=CC=C(C=C1)CNC=1N=C(C2=C(N1)CCN(C2)CC2=CC=CC=C2)OC2=C(C=CC=C2C)C)=O 4-(((6-benzyl-4-(2,6-dimethylphenoxy)-5,6,7,8-tetrahydropyrido[4,3-d]pyrimidin-2-yl)amino)methyl)benzoic acid ethyl ester